C(C)C=1SC(=C(N1)C1=CC=CC=C1)OC1=CC(=NC=C1)NC1=CC=C(C=C1)NCCN1CCCC1 N1-(4-((2-ethyl-4-phenylthiazol-5-yl)oxy)pyridin-2-yl)-N4-(2-(pyrrolidin-1-yl)ethyl)benzene-1,4-diamine